FC(OC=1C=C(C=CC1)[C@H](C)NC(C[C@@H](C(C)(C)C)O)=O)F (S)-N-((S)-1-(3-(difluoromethoxy)phenyl)ethyl)-3-hydroxy-4,4-dimethylvaleramide